(S)-(3-(((E)-2-(2-chloro-3,4-dihydroxybenzamido)ethylidene)amino)-5-methyl-2-oxoimidazolidin-1-yl)-7-oxo-4-thia-1-azabicyclo[3.2.0]heptane-3-carboxylate ClC1=C(C(=O)NC\C=N\N2C(N(C(C2)C)[C@H]2N3C(CC3SC2C(=O)[O-])=O)=O)C=CC(=C1O)O